CC(C(=O)OC=1C=C2C=C(NC2=CC1)CNC(=O)OC(C)(C)C)(CC)C 2-(((tert-butoxycarbonyl)amino)methyl)-1H-indol-5-yl 2,2-Dimethylbutanoate